The molecule is a thiophene compound having a carboxymethyl group at the 2-position. It has a role as an allergen. It is a member of thiophenes and a monocarboxylic acid. It derives from an acetic acid. It is a conjugate acid of a thien-2-ylacetate. C1=CSC(=C1)CC(=O)O